BrC=1C=CC(=NC1)CN1N=CC(=C1)C1=CC(=C(C(=O)OC(C)(C)C)C=C1)F tert-Butyl 4-(1-((5-bromopyridin-2-yl)methyl)-1H-pyrazol-4-yl)-2-fluorobenzoate